Methyl ((2S,3R)-3-amino-2-hydroxy-5-methylhexanoyl)-L-prolyl-L-prolyl-L-alaninate N[C@@H]([C@@H](C(=O)N1[C@@H](CCC1)C(=O)N1[C@@H](CCC1)C(=O)N[C@@H](C)C(=O)OC)O)CC(C)C